(S)-2-Ethyl-1-(n-propyl)piperazine trifluoroacetate salt FC(C(=O)O)(F)F.C(C)[C@@H]1N(CCNC1)CCC